[(1S,4R)-7,7-dimethyl-2-oxo-norbornan-1-yl]methanesulfonic acid hydrate O.CC1([C@H]2CC([C@@]1(CC2)CS(=O)(=O)O)=O)C